(R)-3-(((6-(2,6-dimethylphenyl)-2-methyl-1,2,3,4-tetrahydroisoquinolin-1-yl)methyl)amino)isonicotinic acid CC1=C(C(=CC=C1)C)C=1C=C2CCN([C@H](C2=CC1)CNC1=C(C(=O)O)C=CN=C1)C